ClC1=CC=C(C=C1)[C@H](CC(=O)N[C@H](C(=O)NC(C[C@H]1C(NCC1)=O)C(C(=O)NC1CC1)=O)CC(C)(C)C)CC (2S)-2-((S)-3-(4-chlorophenyl)pentanamido)-N-(4-(cyclopropylamino)-3,4-dioxo-1-((S)-2-oxopyrrolidin-3-yl)butan-2-yl)-4,4-dimethylpentanamide